The molecule is a dihydroxy monocarboxylic acid that is 17-hydroxymyristic acid in which the pro-R hydrogen beta to the carboxy group is replaced by a hydroxy group. It is a 3-hydroxy carboxylic acid, an omega-hydroxy fatty acid, a dihydroxy monocarboxylic acid and a long-chain fatty acid. It derives from a 14-hydroxymyristic acid. C(CCCCC[C@H](CC(=O)O)O)CCCCCO